ClC1=NC(=CC(=C1O)I)CO 2-chloro-6-(hydroxymethyl)-4-iodopyridin-3-ol